4-tert-butyl-2-(2,6-diazaspiro[3.3]heptan-2-ylmethyl)thiazole C(C)(C)(C)C=1N=C(SC1)CN1CC2(C1)CNC2